3-fluoro-4-[[5-(2-fluoro-4-isobutyl-anilino)-4-methyl-3-pyridyl]methyl]-N-(methylsulfamoyl)pyridin-2-amine FC=1C(=NC=CC1CC=1C=NC=C(C1C)NC1=C(C=C(C=C1)CC(C)C)F)NS(NC)(=O)=O